2-((4-(2-chloro-4-fluorophenyl)-2-oxo-2H-chromen-7-yl)oxy)propanoic acid ClC1=C(C=CC(=C1)F)C1=CC(OC2=CC(=CC=C12)OC(C(=O)O)C)=O